[W].[Co] cobalt-Tungsten